L-4-hydroxypiperidinol OC1CCN(CC1)O